cyclopentyl-5-(2-(4-(methylsulfonyl)phenyl)amino-5-fluoropyrimidin-4-yl)-pyridin-2(1H)-one C1(CCCC1)N1C(C=CC(=C1)C1=NC(=NC=C1F)NC1=CC=C(C=C1)S(=O)(=O)C)=O